NC=1C=CC=C2C(=CNC12)CC#N 2-(7-amino-1H-indol-3-yl)acetonitrile